C(CCCCC)C(C(=O)OCC=O)CCCCCCCC 2-oxoethyl 2-hexyldecanoate